NCCN(CCN1C(C2=CC=CC=3C2=C(C1=O)C=CC3N(C)C)=O)CCN 2-(2-(bis(2-aminoethyl)amino)ethyl)-6-(dimethylamino)-1H-benzo[de]isoquinoline-1,3(2H)-dione